N(=[N+]=[N-])CCOCCOCCOCCNC(CC1CCN(CC1)[C@@H]([C@@H](C1=CC=C(C=C1)O)O)C)=O N-(2-(2-(2-(2-azidoethoxy)ethoxy)ethoxy)ethyl)-2-(1-((1R,2R)-1-hydroxy-1-(4-hydroxyphenyl)propan-2-yl)piperidin-4-yl)acetamide